bis(5'-((9-heptadecyl)oxy)carbonyl-pentyl)-propanediamine CCCCCCCCC(CCCCCCCC)OC(=O)CCCCCC(C(N)N)(C)CCCCCC(=O)OC(CCCCCCCC)CCCCCCCC